FC(C=1C=C2C(COCC2=CC1)NNN)(F)F 1-(6-(trifluoromethyl)isochroman-4-yl)triazane